methyl (2R,3R)-3-(tert-butoxycarbonylamino)-2-[(3-nitro-2-pyridyl)oxy]-3-phenyl-propanoate 2-hydroxy-3-phenyl-propanoate OC(C(=O)O)CC1=CC=CC=C1.C(C)(C)(C)OC(=O)N[C@@H]([C@H](C(=O)OC)OC1=NC=CC=C1[N+](=O)[O-])C1=CC=CC=C1